cyclopropyl-2-ethylbenzoic acid methyl ester COC(C1=C(C(=CC=C1)C1CC1)CC)=O